CS(=O)(=O)C1=CC=C(C=C1)S(=O)(=O)N 4-(Methylsulfonyl)benzenesulfonamide